C(CCCCCCC)OCCC(C)C iso-pentyl n-octyl ether